5-[[7-[(6-aminopyrimidin-4-yl)amino]-3-methyl-imidazo[4,5-b]pyridin-5-yl]-(2-hydroxypropyl)amino]-4-methyl-pyridine-2-carbonitrile NC1=CC(=NC=N1)NC1=C2C(=NC(=C1)N(C=1C(=CC(=NC1)C#N)C)CC(C)O)N(C=N2)C